(1S,2S,4R)-2-(dimethylamino)-1-methyl-4-(prop-1-en-2-yl)cyclohexanol CN([C@@H]1[C@](CC[C@H](C1)C(=C)C)(O)C)C